NC1=CC=CC(=N1)S(=O)(=O)NC(=O)C=1C(=NC=C(C1)C1=CC(=CC=C1)COCCOC)N1C(CC(C1)C)(C)C N-[(6-Amino-2-pyridyl)sulfonyl]-5-[3-(2-methoxyethoxymethyl)phenyl]-2-(2,2,4-trimethylpyrrolidin-1-yl)pyridin-3-carboxamid